Beta-aminoisobutyric acid tert-Butyl-(S)-4-(7-(4-cyanopyridin-2-yl)-5-(pyridin-2-yl)-7H-pyrrolo[2,3-d]pyrimidin-4-yl)-3-methylpiperazine-1-carboxylate C(C)(C)(C)OC(=O)N1C[C@@H](N(CC1)C=1C2=C(N=CN1)N(C=C2C2=NC=CC=C2)C2=NC=CC(=C2)C#N)C.NCC(C(=O)O)C